C(=O)OC=CC propenyl formate